(S)-4-((1-benzylpyrrolidin-3-yl)(methyl)amino)-2-fluoro-N-(thiazol-4-yl)benzenesulfonamide C(C1=CC=CC=C1)N1C[C@H](CC1)N(C1=CC(=C(C=C1)S(=O)(=O)NC=1N=CSC1)F)C